N-[(1R)-5-(5-ethyl(1,2,4-oxadiazol-3-yl))indanyl][1-((2R)-2-hydroxypropyl)pyrazol-4-yl]carboxamide C(C)C1=NC(=NO1)C=1C=C2CC[C@H](C2=CC1)NC(=O)C=1C=NN(C1)C[C@@H](C)O